NC([C@@H](CCC(=O)O)NC([C@H](C)NC([C@@H](C)O[C@@H]1[C@H](C(O[C@@H]([C@H]1O)CO)O)NC(=O)OC1=CC=CC=C1)=O)=O)=O (4R)-5-amino-4-((2S)-2-((2R)-2-(((3R,4R,5S,6R)-2,5-dihydroxy-6-(hydroxymethyl)-3-((phenoxycarbonyl)amino)tetrahydro-2H-pyran-4-yl)oxy)propanamido)propanamido)-5-oxopentanoic acid